5-ethynyl-6,8-dimethyl-2-{[4-(4-methylpiperazin-1-yl)phenyl]amino}pyrido[2,3-d]pyrimidin-7-one C(#C)C1=C(C(N(C=2N=C(N=CC21)NC2=CC=C(C=C2)N2CCN(CC2)C)C)=O)C